ClC1=NC=C(C(=C1)C1=C(C=NC(=C1)C)C(=O)NC=1SC2=C(N1)CN(C2)C(C2=C(N=C(C=C2)OC(F)F)Cl)=O)OC 2'-chloro-N-(5-(2-chloro-6-(difluoromethoxy)nicotinoyl)-5,6-dihydro-4H-pyrrolo[3,4-d]thiazol-2-yl)-5'-methoxy-6-methyl-[4,4'-bipyridine]-3-carboxamide